NCC1(CCN(CC1)C=1N(C(C2=C(N1)NN=C2OC2=C(C(=CC=C2)Cl)Cl)=O)C)C 6-(4-(aminomethyl)-4-methylpiperidin-1-yl)-3-(2,3-dichlorophenoxy)-5-methyl-1,5-dihydro-4H-pyrazolo[3,4-d]pyrimidin-4-one